CN(C(/C=C/CN(C(OC(C)(C)C)=O)CCCOC1=CC=C(C=C1)I)=O)C tert-butyl (E)-(4-(dimethylamino)-4-oxobut-2-en-1-yl)(3-(4-iodophenoxy)propyl)carbamate